C1(=CCCC1)OC(C1=CC=C(C=C1)[N+](=O)[O-])=O.NC=1C(=CC2=C(OCO2)C1)C(C)=O 1-(6-aminobenzo-[d][1,3]dioxol-5-yl)ethan-1-one cyclopent-1-en-1-yl-4-nitrobenzoate